[Hg]=[Te].[Mn].[Cd] cadmium manganese mercury telluride